FC1(CCC1)CNC=1N=CC2=C(N1)NC=C2C2=CC=1N(C=C2)N=CC1 N-((1-fluorocyclobutyl)methyl)-5-(pyrazolo[1,5-a]pyridin-5-yl)-7H-pyrrolo[2,3-d]pyrimidin-2-amine